2-propenyl-1-(2-methylpropyl)oxyethane ((4-(piperidin-4-yloxy)benzyl)oxy)-1,2,3,4-tetrahydronaphthalene-1-carboxylate N1CCC(CC1)OC1=CC=C(COC2(CCCC3=CC=CC=C23)C(=O)O)C=C1.C(=CC)CCOCC(C)C